O=C(OC)NCC(NCC(NCC(NCOCC)=O)=O)=O 3,6,9,12-tetraoxo-2,15-dioxa-4,7,10,13-tetraazaheptadecan